The molecule is an unsaturated fatty acyl-CoA that results from the formal condensation of the thiol group of coenzyme A with the carboxy group of 12-hydroxy-(5Z,8Z,10E,14Z)-icosatetraenoic acid. It is a hydroxy fatty acyl-CoA, a long-chain fatty acyl-CoA and an unsaturated fatty acyl-CoA. It derives from a (5Z,8Z,10E,14Z)-12-hydroxyicosatetraenoic acid. It is a conjugate acid of a 12-hydroxy-(5Z,8Z,10E,14Z)-icosatetraenoyl-CoA(4-). CCCCC/C=C\\CC(/C=C/C=C\\C/C=C\\CCCC(=O)SCCNC(=O)CCNC(=O)[C@@H](C(C)(C)COP(=O)(O)OP(=O)(O)OC[C@@H]1[C@H]([C@H]([C@@H](O1)N2C=NC3=C(N=CN=C32)N)O)OP(=O)(O)O)O)O